4-(4-bromophenyl)-2-phenylquinazoline BrC1=CC=C(C=C1)C1=NC(=NC2=CC=CC=C12)C1=CC=CC=C1